C1(=CC=CC2=CC=CC=C12)[C@@H](C)N1CCC(CC1)NCC(=O)NC1=NOC(=C1)NC(C=C)=O (R)-N-(3-(2-((1-(1-(naphthalen-1-yl)ethyl)piperidin-4-yl)amino)acetamido)isoxazol-5-yl)acrylamide